FC=1C=CC(=C(C(=O)N(C)C(C)C)C1)N1C=C(C=2C1=CN=CC2)C2CCN(CC2)CC2=CC=C(C=C2)NS(=O)(=O)C 5-fluoro-N-isopropyl-N-methyl-2-(3-(1-(4-(methylsulfonamido)benzyl)piperidin-4-yl)-1H-pyrrolo[2,3-c]pyridin-1-yl)benzamide